O=C1NC(CCC1N1C(C2=CC=CC(=C2C1=O)NCC(CN1CCC(CC1)C1=CC=C(C=C1)NC=1C(=NC=C(N1)N1CCCCC1)C(=O)N)C1CC2(CNC2)C1)=O)=O 3-((4-(1-(3-((2-(2,6-Dioxopiperidin-3-yl)-1,3-dioxoisoindolin-4-yl)amino)-2-(2-azaspiro[3.3]heptan-6-yl)propyl)piperidin-4-yl)phenyl)amino)-5-(piperidin-1-yl)pyrazine-2-carboxamide